COC1=C2C=CC=NC2=C(C=C1)S(=O)(=O)NC1=C(C=CC=C1)C#CC=1C=C(C=NC1)C 5-{2-[2-(5-Methoxychinolin-8-sulfonamido)phenyl]ethynyl}-3-methylpyridin